6-(bis(t-butoxycarbonyl)amino)hept-2-enedioic acid 7-t-butyl 1-methyl ester COC(C=CCCC(C(=O)OC(C)(C)C)N(C(=O)OC(C)(C)C)C(=O)OC(C)(C)C)=O